(5-chloro-6-(trifluoromethyl)pyridin-2-yl)(3-(trifluoromethyl)cyclobutyl)methanamine hydrochloride Cl.ClC=1C=CC(=NC1C(F)(F)F)C(N)C1CC(C1)C(F)(F)F